3-(2-(1-(Dodecanoyloxy)ethoxy)-2,2-diphenylacetoxy)spiro[bicyclo[3.2.1]octane-8,1'-pyrrolidin]-8-ium formate C(=O)[O-].C(CCCCCCCCCCC)(=O)OC(C)OC(C(=O)OC1CC2CCC(C1)[N+]21CCCC1)(C1=CC=CC=C1)C1=CC=CC=C1